FC1=C(C=CC(=C1F)F)C1(N=C(C(=N1)C1=CC(=CC=C1)OC)C1=CC(=CC=C1)OC)C1(N=C(C(=N1)C1=CC(=CC=C1)OC)C1=CC(=CC=C1)OC)C1=C(C(=C(C=C1)F)F)F bis(2,3,4-trifluorophenyl)-4,4',5,5'-tetrakis(3-methoxyphenyl)-biimidazole